C(C)(C)(C)OC(=O)N[C@H]1CS(C=2C3=C(C[C@H](N3C1=O)C(=O)O)C=CC2)(=O)=O (1S,8R)-8-tert-Butoxycarbonylamino-6,6,9-trioxo-1,2,6,7,8,9-hexahydro-6lambda*6*-thia-9a-aza-benzo[cd]azulene-1-carboxylic acid